C(CCC)N1C([C@H](NC(C12CCN(CC2)CC2=CC=C(C=C2)OC2=CC=C(C=C2)C2=NSC(N2)=O)=O)[C@@H](C2CCCCC2)O)=O (3R)-1-butyl-2,5-dioxo-3-((1R)-1-hydroxy-1-cyclohexylmethyl)-9-(4-(4-(5-oxo-4,5-dihydro-1,2,4-thiadiazol-3-yl)phenoxy)phenylmethyl)-1,4,9-triazaspiro[5.5]undecane